FCCCOC([C@@H](NC(=O)C1=NC(=C(C=C1)N1CCCC1)OCC1CC1)CC(C)C)=O N-[6-(cyclopropylmethoxy)-5-(pyrrolidin-1-yl)pyridine-2-carbonyl]-L-leucine 3-fluoropropyl ester